(R)-3-((tert-Butyldimethylsilyl)oxy)-1-carbonyl-8-azaspiro[4.5]decane-8-carboxylic acid tert-butyl ester C(C)(C)(C)OC(=O)N1CCC2(C[C@H](CC2=C=O)O[Si](C)(C)C(C)(C)C)CC1